2-[6-(3-azabicyclo[3.1.0]hexan-3-yl)-5-fluoro-2-pyridyl]ethynyl-triisopropyl-silane C12CN(CC2C1)C1=C(C=CC(=N1)C#C[Si](C(C)C)(C(C)C)C(C)C)F